CN(C1=NC=C(C=N1)C=1C(=CN(C(C1)=O)C)C=1C=NN(C1)C1=C(C#N)C(=CC=C1)F)C 2-[4-[4-[2-(dimethylamino)pyrimidin-5-yl]-1-methyl-6-oxo-3-pyridyl]pyrazol-1-yl]-6-fluoro-benzonitrile